C(C1=C(C(=CC(=C1)Cl)Br)O)C1=C(C(=CC(=C1)Cl)Br)O methylene-bis(6-bromo-4-chlorophenol)